O1[C@@H](COCC1)CN1N=C2C3=C(CCC2=C1)OC=C3C(F)(F)F 2-{[(2R)-1,4-Dioxan-2-yl]methyl}-8-(trifluoromethyl)-4,5-dihydro-2H-furo[2,3-g]indazol